2,6-bis(chloromethyl)aniline ClCC1=C(N)C(=CC=C1)CCl